(dibenzothiophenyl)(diphenylfluorenyl)amine C1(=CC=CC=2SC3=C(C21)C=CC=C3)NC3=C(C(=CC=2C1=CC=CC=C1CC32)C3=CC=CC=C3)C3=CC=CC=C3